(2,3-dihydro-1H-inden-4-yl)-6-methoxy-3-(6-(pyrrolidin-1-yl)pyridin-3-yl)-1H-pyrazolo[4,3-b]pyridine C1CCC2=C(C=CC=C12)N1N=C(C2=NC=C(C=C21)OC)C=2C=NC(=CC2)N2CCCC2